tert-butyl 7-{[4-(methanesulfonylmethyl)phenyl]amino}-1,2,3,4-tetrahydro-2,6-naphthyridine-2-carboxylate CS(=O)(=O)CC1=CC=C(C=C1)NC1=NC=C2CCN(CC2=C1)C(=O)OC(C)(C)C